N-(3-nitrobenzoxycarbonyl)imidazole [N+](=O)([O-])C=1C=C(COC(=O)N2C=NC=C2)C=CC1